tert-Butyl 3-(2-(3-iodopyridin-2-yl)hydrazine-1-carbothioamido)piperidine-1-carboxylate IC=1C(=NC=CC1)NNC(NC1CN(CCC1)C(=O)OC(C)(C)C)=S